1-methyl-3-[2-[3-(4,4,5,5-tetramethyl-1,3,2-dioxaborolan-2-yl)phenyl]ethynyl]piperidine trifluoro-pyransulfonate FC=1C(=C(C(OC1)S(=O)(=O)O)F)F.CN1CC(CCC1)C#CC1=CC(=CC=C1)B1OC(C(O1)(C)C)(C)C